ClC=1C=2N(C=C(N1)S(NC1(CC1)C)(=O)=O)C(=NC2)C(=O)OC Methyl 8-chloro-6-(N-(1-methylcyclopropyl)sulfamoyl)imidazo[1,5-a]pyrazine-3-carboxylate